NC1=C(C=C(C=C1)C1=CN(C=2N=CN=C(C21)N)C2CC2)C 5-(4-amino-3-methylphenyl)-7-cyclopropyl-7H-pyrrolo[2,3-d]Pyrimidin-4-amine